NC1=C(SC2=NC(=CC=C21)C)C(=O)N[C@@H]2CC=1C=CC(=CC1CC2)N2CC1CCC(C2)N1C(=O)OC(C)(C)C Tert-Butyl 3-((S)-6-(3-amino-6-methylthieno[2,3-b]pyridine-2-carboxamido)-5,6,7,8-tetrahydronaphthalen-2-yl)-3,8-diazabicyclo[3.2.1]octane-8-carboxylate